CN1C(CCC1)C1(CCNCC1)O 4-(1-methylpyrrolidin-2-yl)piperidin-4-ol